N~2~,N~2~,N~4~-trimethylpyrimidine-2,4-diamine CN(C1=NC=CC(=N1)NC)C